5-ethyl-7-methyltridecane C(C)C(CCCC)CC(CCCCCC)C